C1NCC12C[C@@H](CC2)CC=2C(=CC(=NC2)C(F)(F)F)C#N |r| 5-[[rac-(6R)-2-azaspiro[3.4]octan-6-yl]methyl]-2-(trifluoromethyl)pyridine-4-carbonitrile